OC1=C(C=C(C=C1OC)[C@@H]1OC2=C([C@H]1C(=O)OC)C=C(C=C2)\C=C\C(=O)OC)OC methyl (2R,3R)-2-(4-hydroxy-3,5-dimethoxyphenyl)-5-((E)-3-methoxy-3-oxoprop-1-en-1-yl)-2,3-dihydrobenzofuran-3-carboxylate